COC1=CC=C(C=C1)NCC1=CC=C(C(=O)OC)C=C1 methyl 4-(((4-methoxyphenyl)amino)methyl)benzoate